OC(=O)C(F)(F)F.ClC=1C=C(C(=NC1)N1CCC2(CC1)C=1C=CC(=NC1CN(C2)C[C@@H]2NC[C@H](C2)O)C2=C(C=CC=C2)OCC)C#N 5-chloro-2-[2-(2-ethoxyphenyl)-7-[[(2R,4S)-4-hydroxypyrrolidin-2-yl]methyl]spiro[6,8-dihydro-1,7-naphthyridine-5,4'-piperidine]-1'-yl]pyridine-3-carbonitrile TFA salt